C(CCCCCCC)(=O)OCCC propanol mono-caprylate